COC(=O)C1(CC1)N1CCC(CC1)CCOC1=C(C=C(C=C1)N1C(N(C(C1(C)C)=O)C=1C=NC(=C(C1)C(F)(F)F)C#N)=S)CC 1-(4-(2-(4-(3-(6-cyano-5-(trifluoromethyl)pyridin-3-yl)-5,5-dimethyl-4-oxo-2-thioxoimidazolidin-1-yl)-2-ethylphenoxy)ethyl)piperidin-1-yl)cyclopropanecarboxylic acid methyl ester